C1(CC1)C1=CC(=NN1C1OCCCC1)NC1=CC2=C(C(=NO2)NS(=O)(=O)C2=C(C=C(C=C2OC)B2OC(C(O2)(C)C)(C)C)OC)C=C1OC N-(6-{[5-cyclopropyl-1-(oxan-2-yl)-1H-pyrazol-3-yl]amino}-5-methoxy-1,2-benzoxazol-3-yl)-2,6-dimethoxy-4-(4,4,5,5-tetramethyl-1,3,2-dioxaborolan-2-yl)benzene-1-sulfonamide